C(#C)C1=NC=C(C(=C1)OC=1C(=NC(=NC1)NC)N)C(C)C 5-((2-ethynyl-5-isopropyl-pyridin-4-yl)oxy)-N2-methyl-pyrimidine-2,4-diamine